2-[2-[(1-ethylpropyl)amino]ethyl]-4-(trifluoromethyl)-N-[1-[3-(trifluoromethyl)phenyl]ethyl]-5-thiazolecarboxamide C(C)C(CC)NCCC=1SC(=C(N1)C(F)(F)F)C(=O)NC(C)C1=CC(=CC=C1)C(F)(F)F